[N-](S(=O)(=O)C(F)(F)F)S(=O)(=O)C(F)(F)F.C(C)[N+]1=CN(C=C1)C=C 3-ethyl-1-vinyl-imidazolium bis(trifluoromethanesulfonyl)imide